C(C1=CC=CC=C1)N1C[C@@H](CCC1)CN(S(=O)(=O)C1=CC2=CC=CC=C2C=C1)CCOC |r| (±)-N-((1-benzylpiperidin-3-yl)methyl)-N-(2-methoxyethyl)naphthalene-2-sulfonamide